ethyl 2-({6-[(1,3-benzothiazol-2-yl)amino]-5-methylpyridazin-3-yl}(3-methoxypropyl)amino)-5-(3-{4-[3-(dimethylamino)prop-1-yn-1-yl]-2-fluorophenoxy}propyl)-1,3-thiazole-4-carboxylate S1C(=NC2=C1C=CC=C2)NC2=C(C=C(N=N2)N(C=2SC(=C(N2)C(=O)OCC)CCCOC2=C(C=C(C=C2)C#CCN(C)C)F)CCCOC)C